[5,6-3H]hexanoic acid C(CCCC(C[3H])[3H])(=O)O